N-(4-cyano-2-fluorophenyl)-5-(3-fluorothiophen-2-yl)-1H-pyrrole-3-sulfonamide C(#N)C1=CC(=C(C=C1)NS(=O)(=O)C1=CNC(=C1)C=1SC=CC1F)F